N[C@H](C)C=1OC2=C(CC1C1=CC(=CC=C1)F)C=C(C=C2)F (R)-2-(1-aminoethyl)-6-fluoro-3-(3-fluorophenyl)-4H-benzopyran